2,2'-Dihydroxy-7,7'-diphenyl-1,1'-binaphthyl OC1=C(C2=CC(=CC=C2C=C1)C1=CC=CC=C1)C1=C(C=CC2=CC=C(C=C12)C1=CC=CC=C1)O